4-(4-{[2-(3,4-dimethoxyphenyl)-1,3-thiazol-4-yl]methyl}piperazin-1-yl)-N,N,6-trimethylpyrimidin-2-amine COC=1C=C(C=CC1OC)C=1SC=C(N1)CN1CCN(CC1)C1=NC(=NC(=C1)C)N(C)C